1-bromo-6-nitro-oxyhexane BrCCCCCCO[N+](=O)[O-]